COC1=C(C=CC=C1C1=NN(C=N1)C)NC=1C=C(N=NC1C(NC)=O)NC1=CC=CC=N1 6-((5-((2-methoxy-3-(1-methyl-1H-1,2,4-triazol-3-yl)phenyl)amino)-6-(methylcarbamoyl)pyridazin-3-yl)amino)pyridin